5-chloro-2-fluoro-4-(2-methyl-3a,7a-dihydrobenzo[d]oxazol-6-yl)aniline ClC=1C(=CC(=C(N)C1)F)C1=CC2C(N=C(O2)C)C=C1